(2S,4R)-4-hydroxy-N-[1-[5-(trifluoromethyl)thiazol-2-yl]-4-piperidinyl]-1-[3-(trifluoromethyl)-[1,2,4]triazolo[4,3-b]pyridazin-6-yl]pyrrolidine-2-carboxamide O[C@@H]1C[C@H](N(C1)C=1C=CC=2N(N1)C(=NN2)C(F)(F)F)C(=O)NC2CCN(CC2)C=2SC(=CN2)C(F)(F)F